ClC=1C=NC=C(C1C(C)OC=1C=C2C(=NNC2=CC1)C1=NC2=C(N1)CN(C2)C2CCC(CC2)O)Cl 4-(2-(5-(1-(3,5-Dichloropyridin-4-yl)ethoxy)-1H-indazol-3-yl)-4,6-dihydropyrrolo[3,4-d]imidazol-5(1H)-yl)cyclohexan-1-ol